1-(methanesulfonyl)-1H-pyrazole CS(=O)(=O)N1N=CC=C1